copper-nickel-silicon-tin [Sn].[Si].[Ni].[Cu]